C(C)OC(=O)C1=C(SC=C1C1=C(C=CC=C1)Br)NC(=O)NCCCCN1CCCC1 4-(2-bromophenyl)-2-{3-[4-(pyrrolidin-1-yl)butyl]ureido}thiophene-3-carboxylic acid ethyl ester